3-chloro-4-[1-[[(4,5-dichloro-1-methyl-1H-indol-2-yl)carbonyl]amino]ethyl]-benzoic acid ClC=1C=C(C(=O)O)C=CC1C(C)NC(=O)C=1N(C2=CC=C(C(=C2C1)Cl)Cl)C